1-[2-[4-[(5-Cyclopropyl-1H-pyrazol-3-yl)amino]pyrimidin-2-yl]-2-azabicyclo[2.2.1]heptan-4-yl]cyclopropanol C1(CC1)C1=CC(=NN1)NC1=NC(=NC=C1)N1C2CCC(C1)(C2)C2(CC2)O